BrC1=C2C(=C3C(=NC(=NC3=C1F)Cl)Cl)NN=C2C 4-Bromo-7,9-dichloro-5-fluoro-3-methyl-1H-pyrazolo[3,4-f]quinazoline